2,3,4,6-tetrahydro-1,6-naphthyridin N=1CCCC2=CNC=CC12